1-((R)-3-cyclohexyl-2-(4-nitrobenzamido)propanoyl)-4-(5-(2-hydroxypropan-2-yl)-1H-1,2,3-triazol-1-yl)pyrrolidine-2-carboxamide C1(CCCCC1)C[C@H](C(=O)N1C(CC(C1)N1N=NC=C1C(C)(C)O)C(=O)N)NC(C1=CC=C(C=C1)[N+](=O)[O-])=O